4-fluoro-4-pentene-1,5-sultone FC=1CCCS(=O)(=O)OC1